(6-[[(benzyloxy)carbonyl]amino]-3-fluoro-5,6,7,8-tetrahydroquinolin-2-yl)piperazine-1-carboxylic acid tert-butyl ester C(C)(C)(C)OC(=O)N1C(CNCC1)C1=NC=2CCC(CC2C=C1F)NC(=O)OCC1=CC=CC=C1